ClC1=C(C(=O)NC=2C(=NN(C2)S(=O)(=O)C)C(=O)NC2CCN(CC2)C(=O)OC(C)(C)C)C(=CC=C1)Cl tert-butyl 4-(4-(2,6-dichlorobenzamido)-1-(methylsulfonyl)-1H-pyrazole-3-carboxamido)piperidine-1-carboxylate